5-bromo-3-(ethylthio)picolinic acid methyl ester COC(C1=NC=C(C=C1SCC)Br)=O